N-((1-(6-(6-(Difluoromethyl)imidazo[1,2-b]pyridazin-3-yl)pyrimidin-4-yl)piperidin-3-yl)methyl)cyclopropanesulfonamide FC(C=1C=CC=2N(N1)C(=CN2)C2=CC(=NC=N2)N2CC(CCC2)CNS(=O)(=O)C2CC2)F